OC(=O)C(F)(F)F.CCCCCCC(C)N Octane-7-amine TFA salt